FC(C)(F)C1CCC(CC1)C(C(=O)NC=1C=C2CC(CC2=CC1)(N1CC2(CC2)CNC1=O)C(NC)=O)NC(=O)C1=CC=NN1C N-(1-(4-(1,1-difluoroethyl)cyclohexyl)-2-((2-(methylcarbamoyl)-2-(6-oxo-5,7-diazaspiro[2.5]octan-5-yl)-2,3-dihydro-1H-inden-5-yl)amino)-2-oxoethyl)-1-methyl-1H-pyrazole-5-carboxamide